propyl-[2-(2-thienyl)ethyl]amino-1-naphthalenol C(CC)C=1C(=C(C2=CC=CC=C2C1)O)NCCC=1SC=CC1